(S)-1-(4-fluorophenyl)-1-benzyl-3-(pyridin-2-yl)propadiene FC1=CC=C(C=C1)C(=C=CC1=NC=CC=C1)CC1=CC=CC=C1